(E)-N-benzyl-4-(4-hydroxyphenyl)butan-2-imine oxide C(C1=CC=CC=C1)\[N+](=C(\C)/CCC1=CC=C(C=C1)O)\[O-]